tert-butyl 4-[1-[4-[(2,6-dioxo-3-piperidyl)amino]phenyl]-4-piperidyl]piperidine-1-carboxylate O=C1NC(CCC1NC1=CC=C(C=C1)N1CCC(CC1)C1CCN(CC1)C(=O)OC(C)(C)C)=O